(E)-1-(4-(4-(benzo[d]oxazol-2-yl-thioxo)butoxy)phenyl)-3-(4-fluorophenyl)-2-propen-1-one O1C(=NC2=C1C=CC=C2)S=CCCCOC2=CC=C(C=C2)C(\C=C\C2=CC=C(C=C2)F)=O